FC1=C(C=C(C=C1)NC(=O)C1=C(N(C(=C1C)C(C(=O)NC(CO)(C)C)=O)CCF)C)C N-(4-fluoro-3-methylphenyl)-1-(2-fluoroethyl)-5-(2-((1-hydroxy-2-methylpropan-2-yl)amino)-2-oxoacetyl)-2,4-dimethyl-1H-pyrrole-3-carboxamide